3-phenylmethylene-6-[(5-tertiary butyl-1H-imidazol-4-yl)deutero-methylene]piperazine-2,5-dione C1(=CC=CC=C1)C=C1C(NC(C(N1)=O)=C([2H])C=1N=CNC1C(C)(C)C)=O